tert-Butyl 4-(4-fluoro-1-{2-oxo-2-[(2S)-2-(trifluoromethyl)morpholin-4-yl]ethyl}-1H-indol-3-yl)piperidine-1-carboxylate FC1=C2C(=CN(C2=CC=C1)CC(N1C[C@H](OCC1)C(F)(F)F)=O)C1CCN(CC1)C(=O)OC(C)(C)C